BrC1=CC(=NC(=C1)C(F)F)OCCC12CC(C1)(C2)NC(OC(C)(C)C)=O tert-butyl (3-(2-((4-bromo-6-(difluoromethyl)pyridin-2-yl)oxy)ethyl)bicyclo[1.1.1]pentan-1-yl)carbamate